3-bromo-N-(tert-butyl)-2-methylbenzenesulfonamide BrC=1C(=C(C=CC1)S(=O)(=O)NC(C)(C)C)C